(R)-2-(3-(dimethylamino)pyrrolidin-1-yl)-4-ethoxy-N-(7-fluoro-2-methyl-2H-indazol-5-yl)pyrimidine-5-carboxamide formate C(=O)O.CN([C@H]1CN(CC1)C1=NC=C(C(=N1)OCC)C(=O)NC1=CC2=CN(N=C2C(=C1)F)C)C